S1CSCCC1 [1,3]dithiane